C(#N)C1=CC=C(C=C1)C1=CC=C(C=C1)C1=CC=C(C=C1)CCCCCC 4-cyano-4''-hexyl-p-terphenyl